CC1=NN(C2=NC=C(C=C21)NC(C=C)=O)C=2C=NC(=CC2)C(F)(F)F N-(3-methyl-1-(6-(trifluoromethyl)pyridin-3-yl)-1H-pyrazolo[3,4-b]pyridin-5-yl)acrylamide